OCC1=CC=CC(=N1)C(C)C 2-(6-(hydroxymethyl)pyridin-2-yl)propan